CN1N=C(C=C1)C1=CC=2C(=NC=C(C2)C(=O)NC=2C(=NC=C(C2)NC(CN2[C@H](CCC2)C)=O)C)N1 (S)-2-(1-methyl-1H-pyrazol-3-yl)-N-(2-methyl-5-(2-(2-methylpyrrolidin-1-yl)acetamido)pyridin-3-yl)-1H-pyrrolo[2,3-b]pyridine-5-carboxamide